(E)-ethyl (2-cyano-2-(2-(3,5-dichloro-4-((1-(1-methylcyclopropyl)-1H-benzo[d]imidazol-6-yl)oxy)phenyl)hydrazono)acetyl)carbamate C(#N)\C(\C(=O)NC(OCC)=O)=N/NC1=CC(=C(C(=C1)Cl)OC=1C=CC2=C(N(C=N2)C2(CC2)C)C1)Cl